C(C1=CC=CC=C1)(=O)O.C(C1=CC=CC=C1)(=O)O.C(N)N methylenediamine dibenzoate